3-(Dimethylamino)-7-iodothieno[2,3-c]pyridine-2-carboxylic acid ethyl ester C(C)OC(=O)C1=C(C=2C(=C(N=CC2)I)S1)N(C)C